tert-butyl-4-(3-cyanophenyl)-3-((dimethylamino) methyl)-4-hydroxypiperidine-1-carboxylate C(C)(C)(C)OC(=O)N1CC(C(CC1)(O)C1=CC(=CC=C1)C#N)CN(C)C